N[C@H](CN1C=2C(CCC1=O)=CSC2C(=O)OC)C methyl (S)-1-(2-aminopropyl)-2-oxo-1,2,3,4-tetrahydrothieno[3,4-b]pyridine-7-carboxylate